1-[4-(3-Hydroxypropoxy)phenyl]-3-phenylprop-2-en-1-one OCCCOC1=CC=C(C=C1)C(C=CC1=CC=CC=C1)=O